2-[2,4-bis(trifluoromethyl)phenyl]-N-{[5-(5-cyclopentylpyridin-2-yl)-1,3,4-oxadiazol-2-yl]methyl}-N-(4-fluorophenyl)acetamide FC(C1=C(C=CC(=C1)C(F)(F)F)CC(=O)N(C1=CC=C(C=C1)F)CC=1OC(=NN1)C1=NC=C(C=C1)C1CCCC1)(F)F